1-(7-(5-((2'-ethyl-5-fluoro-[1,1'-biphenyl]-2-yl)amino)pyrimidin-4-yl)-2,7-diazaspiro[3.5]non-2-yl)-2-methylpropan-2-ol C(C)C1=C(C=CC=C1)C1=C(C=CC(=C1)F)NC=1C(=NC=NC1)N1CCC2(CN(C2)CC(C)(O)C)CC1